OC1=CC=C(C=C1)C(CN)O 1-(4-hydroxyphenyl)-2-aminoethanol